butyl(cyclopenta-1,4-dien-1-yl)phosphane C(CCC)PC1=CCC=C1